methyl (R)-2-hydroxy-3-((4-methoxybenzyl)amino)propanoate O[C@@H](C(=O)OC)CNCC1=CC=C(C=C1)OC